ClC1=C(C(=CC=C1Cl)OCOC)C(C)NC(=O)C1CN(C1)C(=O)OC(C)(C)C tert-butyl 3-([1-[2,3-dichloro-6-(methoxymethoxy)phenyl]ethyl]carbamoyl)azetidine-1-carboxylate